C(#N)CNC(=O)C=1C=NC2=C(C=CC=C2C1)C1=CCC(CC1)(C)C N-(cyanomethyl)-8-(4,4-dimethylcyclohex-1-en-1-yl)quinoline-3-carboxamide